ethyl (1S,3S,E)-4-(((S)-tert-butylsulfinyl)imino)-3-chlorocyclohexane-1-carboxylate C(C)(C)(C)[S@](=O)\N=C/1\[C@H](C[C@H](CC1)C(=O)OCC)Cl